cis-4-Fluoro-1-methylpyrrolidin-3-yl (8-amino-7-fluoro-6-(8-methyl-2,3-dihydro-1H-pyrido[2,3-b][1,4]oxazin-7-yl)isoquinolin-3-yl)carbamate NC=1C(=C(C=C2C=C(N=CC12)NC(O[C@@H]1CN(C[C@@H]1F)C)=O)C1=C(C2=C(OCCN2)N=C1)C)F